6-chloro-2-phenylthieno[2,3-b]pyridine ClC1=CC=C2C(=N1)SC(=C2)C2=CC=CC=C2